2-(6-(dimethylamino)-3-(dimethyliminio)-3H-xanthen-9-yl)-5-((4-(6-(phosphonomethyl)-1,2,4,5-tetrazin-3-yl)benzyl)carbamoyl)benzoate CN(C=1C=C2OC3=CC(C=CC3=C(C2=CC1)C1=C(C(=O)[O-])C=C(C=C1)C(NCC1=CC=C(C=C1)C=1N=NC(=NN1)CP(=O)(O)O)=O)=[N+](C)C)C